Tert-Butyl 4-[(N-{1-[(cyclohexylmethyl)carbamoyl]-1-hydroxybutan-2-yl}formamido)-methyl]piperidine-1-carboxylate C1(CCCCC1)CNC(=O)C(C(CC)N(C=O)CC1CCN(CC1)C(=O)OC(C)(C)C)O